C(C)(C)(C)OC(=O)[C@H]1C[C@H](CC1)NC(=O)[C@]1(CC(=NO1)C1=CC(=CC(=C1)F)F)C(F)(F)F (1R,3s)-3-({[(5R)-3-(3,5-difluorophenyl)-5-(trifluoromethyl)-4,5-dihydro-1,2-oxazol-5-yl]carbonyl}amino)cyclopentanecarboxylic acid tert-butyl ester